O=C1NC(CCC1N1C(N(C2=C1C=CC=C2OC2CCN(CC2)C2CCN(CC2)C(=O)OC(C)(C)C)C)=O)=O tert-butyl 4-[4-[1-(2,6-dioxo-3-piperidyl)-3-methyl-2-oxo-benzimidazol-4-yl]oxy-1-piperidyl]piperidine-1-carboxylate